FC1=C(C=C(C=C1)F)C1=CC2=C(O[C@H](CN2S(=O)(=O)C2=CC(=CC=C2)C(F)(F)F)CCNC(OC(C)(C)C)=O)C=C1 tert-butyl (S)-(2-(6-(2,5-difluorophenyl)-4-((3-(trifluoromethyl)phenyl)sulfonyl)-3,4-dihydro-2H-benzo[b][1,4]oxazin-2-yl)ethyl)carbamate